tert-butyl (2S)-2-[(1-methylpyrrolo[2,3-b]pyridin-6-yl)carbamoyl]pyrrolidine-1-carboxylate CN1C=CC=2C1=NC(=CC2)NC(=O)[C@H]2N(CCC2)C(=O)OC(C)(C)C